NC1=C(C(=C(C(=O)OC)C=C1Br)F)I methyl 4-amino-5-bromo-2-fluoro-3-iodo-benzoate